ClC=1C=C(CN2CC3(CC2)CCN(CC3)C(=O)OC(C(F)(F)F)C(F)(F)F)C=CC1N1CCCC1 1,1,1,3,3,3-Hexafluoropropan-2-yl 2-(3-chloro-4-(pyrrolidin-1-yl) benzyl)-2,8-diazaspiro[4.5]decane-8-carboxylate